1-(4-(2-(benzyl(hydroxy)amino)-2-oxoethyl)phenyl)-N-methyl-1H-benzo[d]imidazol-5-formamide C(C1=CC=CC=C1)N(C(CC1=CC=C(C=C1)N1C=NC2=C1C=CC(=C2)C(=O)NC)=O)O